BrC1=CC(=C(C=C1)N(C)CC(C(=O)[O-])(C)C)F ((4-bromo-2-fluorophenyl) (methyl) amino)-2,2-dimethylpropionate